tert-butyl 2-benzhydryl-7-(hydroxymethyl)-2,6-diazaspiro[3.6]decane-6-carboxylate C(C1=CC=CC=C1)(C1=CC=CC=C1)N1CC2(C1)CN(C(CCC2)CO)C(=O)OC(C)(C)C